C(CCC)C1=C(C=CC=C1)OC(NC1=CC=CC=C1)=O N-phenyl-carbamic acid (butylphenyl) ester